methyl N-(3-bromo-5-chlorobenzyl)-N-(tert-butoxycarbonyl)glycinate BrC=1C=C(CN(CC(=O)OC)C(=O)OC(C)(C)C)C=C(C1)Cl